1-((6-(1H-Pyrazol-1-yl)pyridin-3-yl)carbamoyl)-6-azaspiro[2.5]octane N1(N=CC=C1)C1=CC=C(C=N1)NC(=O)C1CC12CCNCC2